COC1=CC2=C(C=CO2)C=C1CCNC(OC(C)(C)C)=O Tert-butyl (2-(6-methoxybenzofuran-5-yl)ethyl)carbamate